(2R,4R)-N-((2S)-1-((5-amino-4,6-difluoro-2,3-dihydro-1H-inden-1-yl)amino)-1-oxopropan-2-yl)-4-(4-fluorophenyl)piperidine-2-carboxamide NC=1C(=C2CCC(C2=CC1F)NC([C@H](C)NC(=O)[C@@H]1NCC[C@H](C1)C1=CC=C(C=C1)F)=O)F